diisobutyl 2,2,3,3-tetramethylsuccinate CC(C(=O)OCC(C)C)(C(C(=O)OCC(C)C)(C)C)C